O1CCCC=2C1=NC=C(C2)CO (3,4-dihydro-2H-pyrano[2,3-b]pyridin-6-yl)methanol